(S)-3-amino-7-((5-fluoropyridin-2-yl)methoxy)-5-methyl-2,3-dihydrobenzo[b][1,4]oxazepin-4(5H)-one hydrochloride Cl.N[C@@H]1C(N(C2=C(OC1)C=CC(=C2)OCC2=NC=C(C=C2)F)C)=O